C(=O)C=1C(=C(CN2CCN(CCN(CC2)CC2=C(C(=CC(=C2)C)C=O)O)CC2=C(C(=CC(=C2)C)C=O)O)C=C(C1)C)O 1,4,7-Tris-(3-formyl-2-hydroxy-5-methylbenzyl)-1,4,7-triazacyclononane